ethyl (R,Z)-4-((1R,3S,4R)-2-((3-chlorophenyl)-L-leucyl)-5,5-difluoro-2-azabicyclo[2.2.2]octane-3-carboxamido)-2-fluoro-5-((R)-2-oxopyrrolidin-3-yl)pent-2-enoate ClC=1C=C(C=CC1)N[C@@H](CC(C)C)C(=O)N1[C@H]2CC([C@@H]([C@H]1C(=O)N[C@@H](\C=C(\C(=O)OCC)/F)C[C@@H]1C(NCC1)=O)CC2)(F)F